Fluorobenzenebishydrazide FC1=C(C(=CC=C1)C(=O)NN)C(=O)NN